(R)-6-(4-(2-(4-cyclopropylphenyl)acetyl)-3-methylpiperazin-1-yl)pyridazine-3-carbonitrile C1(CC1)C1=CC=C(C=C1)CC(=O)N1[C@@H](CN(CC1)C1=CC=C(N=N1)C#N)C